trifluoromethyl-1,4-phenylenediamine FC(F)(F)NC1=CC=C(C=C1)N